7-((3-amino-5-((S)-1-amino-1,3-dihydrospiro[indene-2,4'-piperidin]-1'-yl)pyrazine-2-yl)thio)-8-chloro-2-(2-methoxypropyl)isoquinolin-1(2H)-one NC=1C(=NC=C(N1)N1CCC2(CC1)[C@@H](C1=CC=CC=C1C2)N)SC2=CC=C1C=CN(C(C1=C2Cl)=O)CC(C)OC